D-2-amino-4-(ethylthio)butanoic acid N[C@@H](C(=O)O)CCSCC